The molecule is a benziodoxazole compound having hydroxy and oxo substituents at the 1-position and methyl and n-butyl substituents at the 3-position. CCCC[N+]1(C2=CC=CC=C2I(=O)(O1)[O-])C